(pyrimidin-4-yl)pyrrolidine-2,4-dicarboxamide N1=CN=C(C=C1)N1C(CC(C1)C(=O)N)C(=O)N